tert-butyl 3-(2-((S)-1-(4-fluorophenyl)-3,4-dihydroisoquinolin-2(1H)-yl)-4,5-dihydrooxazol-5-yl)piperidine-1-carboxylate FC1=CC=C(C=C1)[C@@H]1N(CCC2=CC=CC=C12)C=1OC(CN1)C1CN(CCC1)C(=O)OC(C)(C)C